ClC1=C(OC2=CC=NC3=CC(=C(C=C23)OC)OCCCCCC(=O)[O-])C=CC=C1NC(=O)C1(CC1)C(NC1=CC=C(C=C1)F)=O.[Na+] Natrium 6-[[4-[2-chloro-[[1-[(4-fluorophenyl)carbamoyl]cyclopropanecarbonyl]amino] phenoxy]-6-methoxy-7-quinolyl]oxy]caproat